NCCCC[C@@H]1NC([C@@H](NC1=O)CCCCN)=O (2S,5S)-2,5-bis(4-aminobutyl)-3,6-diketopiperazine